C1=C(C=CC=2SC3=C(C21)C=CC=C3)CC(C(=O)N3C[C@@H](CC3)C(=O)O)CS (3R)-1-(3-(dibenzo[b,d]thiophen-2-yl)-2-(mercaptomethyl)propionyl)pyrrolidine-3-carboxylic acid